Cl.NC1CCN(CC1)C1=NC(=C2N=CN(C2=N1)C(C)C)NCC1=C(C=CC=C1)N1N=C(C=C1)N1CCNCC1 2-(4-aminopiperidin-1-yl)-9-isopropyl-N-(2-(3-(piperazin-1-yl)-1H-pyrazol-1-yl)benzyl)-9H-purin-6-amine hydrochloride